(S)-4-Bromo-5-((1-methoxy-3-(3-oxo-3-(4-(5-(trifluoromethyl)pyrimidin-2-yl)piperazin-1-yl)propoxy)propan-2-yl)amino)pyridazin-3(2H)-one BrC=1C(NN=CC1N[C@@H](COC)COCCC(N1CCN(CC1)C1=NC=C(C=N1)C(F)(F)F)=O)=O